ICCCOC 1-iodo-3-methoxypropane